N-(5-methylpyrimidin-2-yl)-2-[6-cyclopropyl-1',1',5-trifluoro-1-oxospiro[3H-isoquinoline-4,2'-cyclopropane]-2-yl]acetamide CC=1C=NC(=NC1)NC(CN1C(C2=CC=C(C(=C2C2(C(C2)(F)F)C1)F)C1CC1)=O)=O